tert-butyl 7-bromo-2-morpholino-4-(pyridin-4-yl)-5H-pyrrolo[3,2-d]pyrimidine-5-carboxylate BrC1=CN(C2=C1N=C(N=C2C2=CC=NC=C2)N2CCOCC2)C(=O)OC(C)(C)C